2-(methanesulfonyloxy)-4-methylvalerate CS(=O)(=O)OC(C(=O)[O-])CC(C)C